ClC1=CC=C(C(=N1)C(=O)O)N[C@H](C)C1=CC(=CC=2C(C(=C(OC21)SCC)C)=O)C 6-chloro-3-[[(1R)-1-(2-ethylsulfanyl-3,6-dimethyl-4-oxo-benzopyran-8-yl)ethyl]amino]pyridine-2-carboxylic acid